(S)-2-bromo-6-(hydroxymethyl)-4,5,7,8-tetrahydro-3-oxa-1-thia-5a,8-diazabenzo[cd]azulen-9(6H)-one BrC=1SC=2C(NC[C@H](N3C2C1OCC3)CO)=O